[N+](=O)([O-])OCCCCCO[N+](=O)[O-] 1,5-bisnitrooxypentane